C(C)(C)(C)OC(=O)N1CC(C1)(C)[C@@](O)(C=1C=NC=C(C1)C#N)C1=CC=C(C=C1)Br 3-[(R)-(4-Bromo-phenyl)-(5-cyano-pyridin-3-yl)-hydroxy-methyl]-3-methyl-azetidine-1-carboxylic acid tert-butyl ester